((2R,3S,5R)-2-ethynyl-5-(2-fluoro-6-tetradecanamido-9H-purin-9-yl)-3-hydroxytetrahydrofuran-2-yl)methyl 2-propylpentanoate C(CC)C(C(=O)OC[C@]1(O[C@H](C[C@@H]1O)N1C2=NC(=NC(=C2N=C1)NC(CCCCCCCCCCCCC)=O)F)C#C)CCC